[N+](=O)([O-])C1=CC=C(C(=O)OC2=COC(=CC2=O)CSC2=NC=CC=N2)C=C1 4-oxo-6-((pyrimidin-2-ylthio)methyl)-4H-pyran-3-yl 4-nitrobenzoate